COC1=CC=C(CN(C2=NC(=C(C=3N2N=C(N3)NC3=NC=CC=C3)Br)C=3C=C(C#N)C=CC3)CC3=CC=C(C=C3)OC)C=C1 3-(5-(bis(4-methoxybenzyl)amino)-8-bromo-2-(pyridin-2-ylamino)-[1,2,4]triazolo[1,5-c]pyrimidin-7-yl)benzonitrile